COC1=C(C=C(C(=C1)C)OC)C(C)C 2,5-Dimethoxy-p-cymene